(S)-1-(9-bromo-5,6-dihydrobenzo[f]imidazo[1,2-d][1,4]oxazepin-2-yl)-6-(difluoromethyl)-4-methylpiperazin-2-one BrC1=CC2=C(C=3N(CCO2)C=C(N3)N3C(CN(C[C@H]3C(F)F)C)=O)C=C1